8-((2-hydroxyethyl)amino)-7-((3'-methoxy-[1,1'-biphenyl]-4-yl)methyl)-1,3-dimethyl-3,7-dihydro-1H-purine-2,6-dione OCCNC1=NC=2N(C(N(C(C2N1CC1=CC=C(C=C1)C1=CC(=CC=C1)OC)=O)C)=O)C